CN1[C@@H](CCC1)COC=1N=CC2=C(N1)CN(CC2)C2=CC=CC1=CC=CC=C21 [(2S)-1-methylpyrrolidin-2-yl]methoxyl-7-(1-naphthyl)-6,8-dihydro-5H-pyrido[3,4-d]pyrimidine